1,1,1,3,3,3-hexafluoropropan-2-yl (S)-1-(benzoylcarbamoyl)-6-azaspiro[2.5]octane-6-carboxylate C(C1=CC=CC=C1)(=O)NC(=O)[C@H]1CC12CCN(CC2)C(=O)OC(C(F)(F)F)C(F)(F)F